C1(CC1)S(=O)(=O)NC1=CC(=NC=C1)C(NC(=O)C=1SC(=CN1)C1=NC(=CN=C1)OCC)C1CCNCC1 N-[(4-cyclopropanesulfonamidopyridin-2-yl)(piperidin-4-yl)methyl]-5-(6-ethoxypyrazin-2-yl)-1,3-thiazole-2-carboxamide